((R)-2-(2-((4-(5-fluoro-2-methoxypyridin-4-yl)-3-((S)-1-methoxy-2,2-dimethylpropyl)benzyl)oxy)pyridin-4-yl)propyl)(methyl)phosphinic acid FC=1C(=CC(=NC1)OC)C1=C(C=C(COC2=NC=CC(=C2)[C@H](CP(O)(=O)C)C)C=C1)[C@H](C(C)(C)C)OC